(R)-8-(7-amino-8-((3-chloro-2-fluoropyridin-4-yl)thio)imidazo[1,2-c]pyrimidin-5-yl)-8-azaspiro[4.5]decan-1-amine NC1=C(C=2N(C(=N1)N1CCC3(CCC[C@H]3N)CC1)C=CN2)SC2=C(C(=NC=C2)F)Cl